ClC1=NC2=C(C(=CC=C2C=C1\C=C\[N+](=O)[O-])Cl)C 2,7-dichloro-8-methyl-3-[(E)-2-nitrovinyl]quinoline